2,5-bis(7-methoxy-2,2-dimethylchroman-8-yl)furan COC1=CC=C2CCC(OC2=C1C=1OC(=CC1)C=1C(=CC=C2CCC(OC12)(C)C)OC)(C)C